F\C(=C/C1=NC2=CC(=CC=C2C(=N1)NC1=NNC(=C1)C)N1CCN(CC1)C(C)=O)\C1=CC=CC=C1 (4-{2-[(Z)-2-fluoro-2-phenylvinyl]-4-[(5-methyl-1H-pyrazol-3-yl)amino]quinazolin-7-yl}piperazin-1-yl)ethan-1-one